ClC1=CC(=C(N=N1)C1=C(C=C(C=C1)C(F)(F)F)O)C 2-(6-chloro-4-methylpyridazin-3-yl)-5-(trifluoromethyl)phenol